COC1=C(C(=NC=C1)CSC1=NC2=C(N1)C=CC=C2)C 2-[(4-methoxy-3-methylpyridin-2-yl)methylthio]-1H-benzimidazole